C(C)(C)(C)C1=C(C=CC(=C1)C(C)(C)C)OP([O-])[O-] 2,4-ditert-butyl-phenyl-phosphite